Formylmorpholin C(=O)N1CCOCC1